C(C)(C)(C)OC(=O)N1C[C@@H]([C@@H](CC1)OC1=C2C(=NC(=N1)C1=CC=C(C=C1)NS(=O)(=O)C1=C(C=CC(=C1)Cl)F)NN=C2C)F (3S,4R)-4-((6-(4-((5-chloro-2-fluorophenyl)sulfonylamino)phenyl)-3-methyl-1H-pyrazolo[3,4-d]Pyrimidin-4-yl)oxy)-3-fluoropiperidine-1-carboxylic acid tert-butyl ester